C1C2CC(C1C=C2)C(=O)O norbornenecarboxylic acid